N,N-dimethyl-4-(4-methylbenzyl)naphthalene-1-amine CN(C1=CC=C(C2=CC=CC=C12)CC1=CC=C(C=C1)C)C